ClC1=CC=C(C(=N1)OC(C)C)NC=1C2=C(N=CN1)C=CN2C N-(6-chloro-2-isopropoxy-3-pyridinyl)-5-methyl-pyrrolo[3,2-d]pyrimidin-4-amine